C1(=CC1)CCC(=O)[O-] 3-(cycloprop-1-en-1-yl)propanoat